FC=1C(=NC=C(C1)OC)COC=1C=C2C(=NC1)C(N(C2)C=2C=CC(N(N2)C)=O)=O 6-{3-[(3-fluoro-5-methoxypyridin-2-yl)methoxy]-7-oxo-5H,6H,7H-pyrrolo[3,4-b]pyridin-6-yl}-2-methyl-2,3-dihydropyridazin-3-one